2,3,4,7-tetrahydro-1,4-oxazepin O1CCNC=CC1